O1CCOC2=C1C=CC=C2C2=CC=C(C(=N2)OC)NC2=CC=C(C(=O)NCC1CC(NCC1)=O)C=C2 4-[6-(2,3-Dihydro-benzo[1,4]dioxin-5-yl)-2-methoxy-pyridin-3-ylamino]-N-(2-oxo-piperidin-4-ylmethyl)-benzamide